CC(C)(C#CC(C)(O)C)O 2,5-dimethyl-2,5-hex-yn-diol